1,4-dimethyl-(pentyl)-p-phenylenediamine CC1(C=CC(C=C1)(NCCCCC)C)N